C(C)(C)(C)OC(=O)N1CCCC2=CC=C(N=C12)CCCCCNC1CN(C1)CC(=O)OCC 7-(5-(1-(2-ethoxy-2-oxoethyl)azetidin-3-ylamino)pentyl)-3,4-dihydro-1,8-naphthyridine-1(2H)-carboxylic acid tert-butyl ester